4,5-Dimethylthiazole-2-carboxylic acid CC=1N=C(SC1C)C(=O)O